OC1=CC=C(C=C1)C(C(=O)O)(O)C 2-(4-hydroxyphenyl)lactic acid